CS(=O)(=O)OC1CCC2(CCN(C2)C(=O)OC(C)(C)C)CC1 tert-butyl 8-methylsulfonyloxy-2-azaspiro[4.5]decane-2-carboxylate